C(CCC(=O)O)(=O)O.C(CCC(=O)O)(=O)O.C(CO)O ethyleneglycol disuccinate